tert-butyl [4-methyl-3-(prop-2-enoyl)-1-oxa-3,8-diazaspiro[4.5]decan-8-yl]formate CC1N(COC12CCN(CC2)C(=O)OC(C)(C)C)C(C=C)=O